5-[(2-allyloxyphenyl)methyl]-3-(difluoromethyl)-1H-1,2,4-triazole C(C=C)OC1=C(C=CC=C1)CC1=NC(=NN1)C(F)F